5-(4-((4-(1',3'-dimethyl-2'-oxo-1',2',3,4-tetrahydro-2H-[1,5'-biquinolin]-7'-yl)piperidin-1-yl)methyl)piperidin-1-yl)-2-(2,6-dioxopiperidin-3-yl)isoindoline-1,3-dione CN1C(C(=CC=2C(=CC(=CC12)C1CCN(CC1)CC1CCN(CC1)C=1C=C2C(N(C(C2=CC1)=O)C1C(NC(CC1)=O)=O)=O)N1CCCC2=CC=CC=C12)C)=O